(4aR,8aS)-6-(3-(bis(4-Fluorophenyl)methyl)azetidine-1-carbonyl)hexahydro-2H-pyrido[4,3-b][1,4]oxazin-3(4H)-one FC1=CC=C(C=C1)C(C1CN(C1)C(=O)N1C[C@@H]2[C@@H](OCC(N2)=O)CC1)C1=CC=C(C=C1)F